3-(6-amino-5-carbamoyl-4'-sulfamoyl-[1,1'-biphenyl]-3-yl)prop-2-yn-1-yl-4-methoxybenzoic acid NC1=C(C=C(C=C1C1=CC=C(C=C1)S(N)(=O)=O)C#CCC1=C(C(=O)O)C=CC(=C1)OC)C(N)=O